1-hydroxyethyl-1,8-diazabicyclo[5.4.0]undec-7-ene chloride [Cl-].OC(C)C1N2CCCN=C2CCCC1